6-{3-[3-(3-fluoro-5-methoxybenzenesulfonyl)propanoyl]-3,8-diazabicyclo[3.2.1]octan-8-yl}pyridine-3-carbonitrile FC=1C=C(C=C(C1)OC)S(=O)(=O)CCC(=O)N1CC2CCC(C1)N2C2=CC=C(C=N2)C#N